benzyl (S)-3-acetamidopiperidine-1-carboxylate C(C)(=O)N[C@@H]1CN(CCC1)C(=O)OCC1=CC=CC=C1